NCCNCCC[Si](OCC)(OCC)C N-(2-amino-ethyl)-3-aminopropylmethyl-diethoxysilane